CC1=C(C(=C(C1[Ga]C(C)C)C)C)C Tetramethyl-isopropylcyclopentadienyl-gallium